(E)-N-(4-(1-(6-(4-(8-((2-(2,6-dioxopiperidin-3-yl)-1-oxoisoindoline-4-yl)oxy)octyl)piperazin-1-yl)nicotinoyl)piperidin-4-yl)butyl)-3-(pyridin-3-yl)acrylamide O=C1NC(CCC1N1C(C2=CC=CC(=C2C1)OCCCCCCCCN1CCN(CC1)C1=NC=C(C(=O)N2CCC(CC2)CCCCNC(\C=C\C=2C=NC=CC2)=O)C=C1)=O)=O